C1N(CC12CNC2)C=2C=C(C=CC2)C2=NN=C1N2C2=CC(=CC=C2C(=N1)NC)Cl (3-(2,6-diazaspiro[3.3]hept-2-yl)phenyl)-8-chloro-N-methyl-[1,2,4]triazolo[4,3-a]quinazolin-5-amine